NC1=C(C=C(C=N1)C=1C=C2N(N1)CCC21CN(CC1)C(=O)NCC)[N+](=O)[O-] 2'-(6-amino-5-nitropyridin-3-yl)-N-ethyl-5',6'-dihydrospiro[pyrrolidine-3,4'-pyrrolo[1,2-b]pyrazole]-1-carboxamide